Cl.N[C@@H](C)C1=NC(=NN1C1=NC=C(C(=O)N(C)CC)C=C1)C 6-{5-[(1S)-1-Aminoethyl]-3-methyl-1H-1,2,4-triazol-1-yl}-N-ethyl-N-methylnicotinamide hydrochloride